2-(18,18,18-trifluorooctadecyloxy)ethanol FC(CCCCCCCCCCCCCCCCCOCCO)(F)F